FC1=C(C=CC=C1)C1=CC(=CN1S(=O)(=O)C1=CC(=CC=C1)OCCCOC)CNC 1-[5-(2-FLUOROPHENYL)-1-{[3-(3-METHOXYPROPOXY)PHENYL]SULFONYL}-1H-PYRROL-3-YL]-N-METHYLMETHYLAMINE